1-isopropyl-3-(5-methyl-4-(pyridin-2-yl)isoxazol-3-yl)-1H-pyrazolo[4,3-c]pyridin-4-amine C(C)(C)N1N=C(C=2C(=NC=CC21)N)C2=NOC(=C2C2=NC=CC=C2)C